IC=1N=C(C=2N(C1)C=CN2)OCCCCCCO 6-((6-iodoimidazo[1,2-a]pyrazin-8-yl)oxy)hexan-1-ol